ClC=1C=NN(C(C1Cl)=O)CC(=O)NC1=CC(=C(C=C1)C)S(NCCC1=CC(=CC=C1)F)(=O)=O 2-(4,5-dichloro-6-oxo-pyridazin-1-yl)-N-[3-[2-(3-fluorophenyl)ethylsulfamoyl]-4-methyl-phenyl]acetamide